C1(=CC=CC=C1)CCCCCCNC(=O)N N-(phenylhexyl)urea